11-(4-(Diisopropylamino)butyl)-2,2,3,3,19,19,20,20-octamethyl-4,18-dioxa-3,19-disilahenicosan-11-ol C(C)(C)N(CCCCC(CCCCCCO[Si](C(C)(C)C)(C)C)(CCCCCCO[Si](C(C)(C)C)(C)C)O)C(C)C